ClC=1C(=C(C=CC1)NC(=O)C1=NN(C(=CC1=O)COC)C1=CC=CC=C1)F N-(3-chloro-2-fluorophenyl)-6-(methoxymethyl)-4-oxo-1-phenyl-1,4-dihydropyridazine-3-carboxamide